(1-((2-(trimethylsilyl)ethoxy)methyl)-1H-indol-6-yl)boronic acid C[Si](CCOCN1C=CC2=CC=C(C=C12)B(O)O)(C)C